(1-((4-(2-(4-((2-(2-oxo-6-azaspiro[3.3]Heptane-6-yl)pyrimidin-4-yl)methoxy)phenyl)propan-2-yl)phenoxy)methyl)cyclopropyl)carbamate O=C1CC2(C1)CN(C2)C2=NC=CC(=N2)COC2=CC=C(C=C2)C(C)(C)C2=CC=C(OCC1(CC1)NC([O-])=O)C=C2